2-chloro-N4-(2-(dimethylamino)ethyl)-N4-methyl-N1-(4-(1-methyl-1H-indol-3-yl)pyrimidin-2-yl)-5-nitrobenzene-1,4-diamine ClC1=C(C=C(C(=C1)N(C)CCN(C)C)[N+](=O)[O-])NC1=NC=CC(=N1)C1=CN(C2=CC=CC=C12)C